C(C=C)(=O)N1[C@H](CN(CC1)C1=NC(=NC=2C[C@]3(CCC12)CC1=CC=CC(=C1CC3)F)OC[C@H]3N(CCC3)C)CC#N 2-((S)-1-acryloyl-4-((S)-5-fluoro-2'-(((S)-1-methylpyrrolidin-2-yl)methoxy)-3,4,5',8'-tetrahydro-1H,6'H-spiro[naphthalene-2,7'-quinazolin]-4'-yl)piperazin-2-yl)acetonitrile